3,9-bis{1,1-dimethyl-2-[(3-t-butyl-4-hydroxy-5-methylphenyl)propionyloxy]ethyl}-2,4,8,10-tetraoxaspiro-[5.5]undecane CC(COC(CCC1=CC(=C(C(=C1)C)O)C(C)(C)C)=O)(C)C1OCC2(CO1)COC(OC2)C(COC(CCC2=CC(=C(C(=C2)C)O)C(C)(C)C)=O)(C)C